FC1=CC=C(C=C1)C(N1C[C@@H](N(C[C@H]1C)C1=CC(N(C=2C=CC(=NC12)C#N)C)=O)C)C1=CC=C(C=C1)C(F)(F)F 8-[(2S,5R)-4-[(4-fluorophenyl)[4-(trifluoromethyl)phenyl]methyl]-2,5-dimethylpiperazin-1-yl]-5-methyl-6-oxo-5,6-dihydro-1,5-naphthyridine-2-carbonitrile